Methyl 4-[3-(5-amino-3-methylpyridin-2-yl)-1,2,4-oxadiazol-5-yl]-3,3-dimethylbutanoate NC=1C=C(C(=NC1)C1=NOC(=N1)CC(CC(=O)OC)(C)C)C